5-methylsulfinylfuran-2-carboxylic acid CS(=O)C1=CC=C(O1)C(=O)O